CC1=C(C=CC=C1NC(C1=NC=C(C(=C1)C)CNC1CCC(CC1)O)=O)C1=C(C(=CC=C1)NC(C1=NC=C(C(=C1)C)CNC1CCC(CC1)O)=O)C N,N'-(2,2'-dimethyl-[1,1'-biphenyl]-3,3'-diyl)bis(5-((((1r,4r)-4-hydroxycyclohexyl)amino)methyl)-4-methylpicolinamide)